C1(=C2N(C=N1)CCC2)C(C(NC=2SC=CN2)=O)N2CC1=C(C=C(C=C1C2=O)C2=CC=C(C=C2)N2CCC1(CN(C1)C(=O)OC(C)(C)C)CC2)F tert-butyl 7-[4-[2-[1-(6,7-dihydro-5H-pyrrolo[1,2-c]imidazol-1-yl)-2-oxo-2-(thiazol-2-ylamino) ethyl]-7-fluoro-3-oxo-isoindolin-5-yl] phenyl]-2,7-diazaspiro[3.5]nonane-2-carboxylate